OC=1C=C(C=CC1)C=C1N(C(CC1)C)C 3-hydroxyphenylmethylene-1,5-dimethylpyrrolidine